2-pyridinesulfinic acid sodium salt [Na+].N1=C(C=CC=C1)S(=O)[O-]